((2-(2,2'-dicyano-[1,1'-biphenyl]-3-yl)-6-(methylthio)benzo[d]oxazol-5-yl)methyl)-L-proline C(#N)C1=C(C=CC=C1C=1OC2=C(N1)C=C(C(=C2)SC)CN2[C@@H](CCC2)C(=O)O)C2=C(C=CC=C2)C#N